tert-butyl 4-(5-(3-((5-(5-(difluoromethyl)-1,3,4-oxadiazole-2-yl)pyridine-2-yl)methyl)-5-fluoro-2-oxo-2,3-dihydrobenzo[d]oxazole-6-yl)pyrimidine-2-yl)piperazine-1-carboxylate FC(C1=NN=C(O1)C=1C=CC(=NC1)CN1C(OC2=C1C=C(C(=C2)C=2C=NC(=NC2)N2CCN(CC2)C(=O)OC(C)(C)C)F)=O)F